(2-fluoro-6-((2s,3s)-3-(hydroxymethyl)-N-methyl-1-(6-methyl-4-(trifluoromethyl)pyridin-2-yl)-5-oxopyrrolidine-2-carboxamido)phenyl)carbamic acid tert-butyl ester C(C)(C)(C)OC(NC1=C(C=CC=C1N(C(=O)[C@H]1N(C(C[C@@H]1CO)=O)C1=NC(=CC(=C1)C(F)(F)F)C)C)F)=O